(S)-3-methyl-4-(2,2,2-trifluoroethyl)-2,3,4,5-tetrahydrobenzo[f][1,4]oxazepine-8-carbonitrile C[C@H]1COC2=C(CN1CC(F)(F)F)C=CC(=C2)C#N